C(C)SC1=CC=CC=2C=3N(C(=NC12)N[C@H]1C(NCCCC1)=O)N=C(N3)C3=CC=C(C=C3)OC (3R)-3-{[7-(ethylsulfanyl)-2-(4-methoxyphenyl)[1,2,4]triazolo[1,5-c]quinazolin-5-yl]amino}azepan-2-one